2-(5-chloro-1H-indazol-3-yl)-N-(4-(((6-cyclopropylimidazo[1,2-a]pyridin-2-yl)methyl)amino)pyridin-2-yl)acetamide ClC=1C=C2C(=NNC2=CC1)CC(=O)NC1=NC=CC(=C1)NCC=1N=C2N(C=C(C=C2)C2CC2)C1